C1(CC1)NC(=O)C=1C(=NC=NC1)N1[C@H](C2=C(CC1)NC=N2)C2=NN1C(C(=CC=C1)F)=C2 (R)-N-cyclopropyl-4-(4-(4-fluoropyrazolo[1,5-a]pyridin-2-yl)-1,4,6,7-tetrahydro-5H-imidazo[4,5-c]pyridin-5-yl)pyrimidine-5-carboxamide